FC(C1=CC=C(C=C1)C1NC(C2=CC=CC=C12)=O)(F)F 3-[4-(trifluoromethyl)phenyl]-2,3-dihydro-1H-isoindol-1-one